8-fluoro-7-[(2-methyl-3H-benzimidazol-5-yl)oxy]-2-[1-(4-piperidylmethyl)pyrazol-4-yl]quinoxaline FC=1C(=CC=C2N=CC(=NC12)C=1C=NN(C1)CC1CCNCC1)OC1=CC2=C(N=C(N2)C)C=C1